ClC1=C(C=C(C(=C1)Cl)OC(C)C)NC(COCC(=O)O)=O 2-(2-((2,4-dichloro-5-isopropoxyphenyl)amino)-2-oxoethoxy)acetic acid